OCC1(COC1)C#N 3-(hydroxymethyl)oxetan-3-carbonitrile